C=1(C(C(C(C(C1)=O)=O)=O)=O)C1=CC=CC=C1 biphenyl-diquinone